OC(C(=O)O)=CC=C 2-hydroxypent-2,4-dienoic acid